(R)-4-((dimethylamino)methyl)-N'-(1,2,3,5,6,7-hexahydro-s-indacen-4-ylcarbamoyl)benzenesulfonimidamide CN(C)CC1=CC=C(C=C1)[S@@](=O)(N)=NC(NC1=C2CCCC2=CC=2CCCC12)=O